(S)-1-((1-(3-(difluoromethyl)-4-fluorophenyl)-5,5-difluoro-4-hydroxy-4,5,6,7-tetrahydro-1H-indol-3-yl)sulfonyl)cyclopropane-1-carbonitrile FC(C=1C=C(C=CC1F)N1C=C(C=2[C@@H](C(CCC12)(F)F)O)S(=O)(=O)C1(CC1)C#N)F